N[C@H]1CC[C@H](CC1)OC1=CC=C2C(CC3(CCCC3)C=3C(=NC=NC23)N)=C1N(C)CCOC 8-(cis-4-aminocyclohexyloxy)-N7-(2-methoxyethyl)-N7-methyl-spiro[6H-benzo[H]quinazoline-5,1'-cyclopentane]-4,7-diamine